CSC1=NN2C(S1)=NC=C2 2-(methylthio)imidazo[2,1-b][1,3,4]Thiadiazole